4-(3,3,3-trifluoroprop-1-en-2-yl)-3,4-dihydroisoquinolin FC(C(=C)C1CN=CC2=CC=CC=C12)(F)F